FC1(OC2=C(O1)C=CC(=C2)O[C@H]2C[C@H](N(C2)C(=O)OC(C)(C)C)COC(F)F)F tert-butyl (2S,4S)-4-((2,2-difluorobenzo[d][1,3]dioxol-5-yl) oxy)-2-((difluoromethoxy)methyl)pyrrolidine-1-carboxylate